C(OC1=CC=CC=C1)(OCC(Cl)Cl)=O Phenyl 2,2-dichloroethyl carbonate